4-bromo-3-(((tert-butyldimethylsilyl)oxy)methyl)-2-hydrazinopyridine BrC1=C(C(=NC=C1)NN)CO[Si](C)(C)C(C)(C)C